(R)-2-((6-bromo-4-((1-(2-methyl-3-(trifluoromethyl)phenyl)ethyl)amino)phthalazin-1-yl)methyl)isoindoline-1,3-dione BrC=1C=C2C(=NN=C(C2=CC1)CN1C(C2=CC=CC=C2C1=O)=O)N[C@H](C)C1=C(C(=CC=C1)C(F)(F)F)C